ClC1=C(C=C2C(=C(N(C2=C1F)C)C=1NC(=NN1)N1C[C@H](CC1)O)N1C=NC=C1)OC (S)-1-(5-(6-chloro-7-fluoro-3-(1H-imidazol-1-yl)-5-methoxy-1-methyl-1H-indol-2-yl)-4H-1,2,4-triazol-3-yl)pyrrolidin-3-ol